[Br-].C(C)[Zn+] ethylzinc bromide